4-(trifluoro-methyl)aniline FC(C1=CC=C(N)C=C1)(F)F